CN1N=CC=C1CN1CCC(CC1)CC1=CC=2N(C=C1)N=CC2N2C(NC(CC2)=O)=O 1-(5-((1-((1-methyl-1H-pyrazol-5-yl)methyl)piperidin-4-yl)methyl)pyrazolo[1,5-a]pyridin-3-yl)dihydropyrimidine-2,4(1H,3H)-dione